1,3-disulfonylfluoropropane S(=O)(=O)=C(CC=S(=O)=O)F